tert-butyl 4-(benzylamino)-3-methylpiperidine-1-carboxylate C(C1=CC=CC=C1)NC1C(CN(CC1)C(=O)OC(C)(C)C)C